C1(CCCC1)N1CCN(CC1)C(=O)C1=CC=C(C=C1)C1(NNC(=N1)N)N 3-(4-(4-(cyclopentyl)piperazin-1-ylcarbonyl)phenyl)-1H-1,2,4-triazole-3,5-diamine